2-[4-(3-fluorophenoxy)phenyl]-4,4,5,5-tetramethyl-1,3,2-dioxaborolane FC=1C=C(OC2=CC=C(C=C2)B2OC(C(O2)(C)C)(C)C)C=CC1